C(C)(C)C1=C(C=CC=C1)C(CNS(=O)(=O)C1=CC=C(C=C1)C)NC1CC2(C1)CCN(CC2)C(=O)OC(C)(C)C tert-butyl 2-((1-(2-isopropylphenyl)-2-(4-methylphenylsulfonamido)ethyl)amino)-7-azaspiro[3.5]nonane-7-carboxylate